C1(CCCCC1)C1=CC=C(CN(C(=O)[C@@H]2N(CC2)S(=O)(=O)C2=C(C(=C(C(=C2F)F)F)F)F)C2=CC(=C(C(=O)[O-])C=C2F)O)C=C1.[Na+] Sodium (R)-4-(N-(4-cyclohexylbenzyl)-1-((perfluorophenyl)sulfonyl)azetidine-2-carboxamido)-5-fluoro-2-hydroxybenzoate